(13S,14S,17S)-13-methyl-6,7,11,12,14,15,16,17-octahydrocyclopenta[a]phenanthrene-3,17-diol C[C@@]12[C@H](CC[C@H]1C=1CCC=3C=C(C=CC3C1CC2)O)O